FC(OC1=CC=C(C=C1)C=1C2=C(N=C(N1)CN)CCC2)(F)F [4-[4-(Trifluoromethoxy)phenyl]-6,7-dihydro-5H-cyclopenta[d]pyrimidin-2-yl]methylamine